Cl.S1C(=NC2=C1CCC2)N 5,6-dihydro-4H-cyclopenta[d]Thiazol-2-amine HCl